C1=C(C=CC2=CC=CC=C12)NC1=CC=C(C=C1)NC1=CC2=CC=CC=C2C=C1 di-2-naphthyl-1,4-phenylenediamine